3-(4-fluorophenylethyl)-1H-pyrazole-5-carboxylic acid 6-(naphthalen-1-ylmethyl)-3-oxo-2,3-dihydropyridazin-4-yl ester C1(=CC=CC2=CC=CC=C12)CC=1C=C(C(NN1)=O)OC(=O)C1=CC(=NN1)CCC1=CC=C(C=C1)F